rac-6-[(2S,5R)-5-methyl-2-piperidyl]-3,4-dihydro-1H-1,8-naphthyridin-2-one C[C@@H]1CC[C@H](NC1)C=1C=C2CCC(NC2=NC1)=O |r|